Cl.N[C@@H](CC(=O)OC)C=1C=C(C=CC1)C1=C(C=CC=C1C)OCCCCC=C Methyl (S)-3-amino-3-(2'-(hex-5-en-1-yloxy)-6'-methyl-[1,1'-biphenyl]-3-yl)propanoate hydrochloride